N-((1R)-3-cyano-3-azabicyclo[3.2.0]heptan-1-yl)-2'-phenoxy-[1,1'-biphenyl]-4-carboxamide C(#N)N1C[C@]2(CCC2C1)NC(=O)C1=CC=C(C=C1)C1=C(C=CC=C1)OC1=CC=CC=C1